ClC1=CC=C(OCC=2C=C(C=CC2OC)/C=C/CC2=CC=C(C=C2)O)C=C1 (E)-3-[3-[(4-Chlorophenoxy)methyl]-4-methoxyphenyl]-1-(4-hydroxyphenyl)prop-2-en